CN([C@H]1CN(CC1)C(=O)C=1C=C2C(=NNC2=CC1)C#CC1=C(C=CC=C1)OC(F)(F)F)C (R)-(3-(dimethylamino)pyrrolidin-1-yl)(3-((2-(trifluoromethoxy)phenyl)ethynyl)-1H-indazol-5-yl)methanone